ClC1=C(N=C(NC1=O)C1=CC(=NC=C1)F)N1C[C@@H](NCC1)C(C)(C)F 5-chloro-4-[3R-(1-fluoro-1-methyl-ethyl)piperazin-1-yl]-2-(2-fluoro-4-pyridinyl)-1H-pyrimidin-6-one